C(C)(C)(C)OC(=O)N1[C@H]2CN([C@@H](C1)C2)CC2CCNCC2.FC=2C=C1C(=CC=NC1=CC2)NC=2C=C(C(=O)NC1=CC(=CC=C1)NC1=CN=NC=C1)C=CC2 3-((6-fluoroquinolin-4-yl)amino)-N-(3-(pyridazin-4-ylamino)phenyl)benzamide tert-butyl-(1r,4r)-5-(4-piperidinylmethyl)-2,5-diazabicyclo[2.2.1]heptane-2-carboxylate